3-(5-(1,3,4-thiadiazol-2-yl)pyridin-3-yl)-4-methoxyphenyl benzylcarbamate C(C1=CC=CC=C1)NC(OC1=CC(=C(C=C1)OC)C=1C=NC=C(C1)C=1SC=NN1)=O